CN1C(C(=C(C=C1)C)C(=O)OC)=O methyl 1,4-dimethyl-2-oxo-1,2-dihydropyridine-3-carboxylate